NC=1SC2=C(N1)C(=CC=C2)C2=C(C=C1C(=NC(=NC1=C2F)OC[C@H]2N(CCC2)C)N2CCC(CCC2)C(=O)N)Cl 1-(7-(2-aminobenzo[d]-thiazol-4-yl)-6-chloro-8-fluoro-2-(((S)-1-methyl-pyrrolidin-2-yl)methoxy)-quinazolin-4-yl)azepane-4-carboxamide